{2-Cyclopropyl-4-methyl-7-oxo-6H,7H-thieno[2,3-d]pyridazin-6-yl}acetic acid C1(CC1)C1=CC2=C(C(N(N=C2C)CC(=O)O)=O)S1